N1C=CC2=CC=C(C=C12)NC(=O)NC=1C=CC2=C(OCC(N2C2=CC=CC=C2)=O)C1 1-(1H-indol-6-yl)-3-(3-oxo-4-phenyl-3,4-dihydro-2H-benzo[b][1,4]oxazin-7-yl)urea